C(C)(C)(C)C1=CN=C(O1)[C@H]1C[C@H](CC1)C1=CC(=NN1)NC1=CC2=C(NS(C2)(=O)=O)C=C1 cis-5-((5-(3-(5-(tert-butyl)oxazol-2-yl)cyclopentyl)-1H-pyrazol-3-yl)amino)-1,3-dihydrobenzo[c]isothiazole 2,2-dioxide